OCC1CCN(CC1)C1CCN(CC1)C1=C(C=NC2=CC=C(C=C12)C(=O)OCC)S(=O)(=O)C1=CC=C(C=C1)OC ethyl 4-(4-(hydroxymethyl)-[1,4'-bipiperidin]-1'-yl)-3-((4-methoxyphenyl)sulfonyl)quinoline-6-carboxylate